C1=CC=CC=2NC(C3=CC=CC=C3C12)=O 6(5H)-phenanthridinone